(S)-1-ethyl-3,3-difluoro-4-((6-(2-hydroxy-6-methyl-4-(trifluoromethyl)phenyl)-2H-pyrazolo[3,4-b]pyridin-2-yl)methyl)pyrrolidin-2-one C(C)N1C(C([C@@H](C1)CN1N=C2N=C(C=CC2=C1)C1=C(C=C(C=C1C)C(F)(F)F)O)(F)F)=O